C(C(=O)[O-])C(CC(=O)[O-])(C(=O)[O-])[O-] The molecule is a citrate anion obtained by deprotonation of the three carboxy groups as well as the hydroxy group of citric acid. It is a conjugate base of a citrate(3-).